CC/C=C\\C/C=C\\CC(/C=C/C=C\\C/C=C\\CCCC(=O)[O-])OO The molecule is a polyunsaturated fatty acid anion that is the conjugate base of 12-HPEPE, obtained by deprotonation of the carboxy group; major species at pH 7.3. It has a role as a platelet aggregation inhibitor. It is a hydroperoxy fatty acid anion, a long-chain fatty acid anion, a polyunsaturated fatty acid anion, a hydroperoxyicosapentaenoate and a hydroperoxy polyunsaturated fatty acid anion. It derives from an all-cis-5,8,11,14,17-icosapentaenoate. It is a conjugate base of a 12-HPEPE.